C(C)(C)(C)C=1C=C(C(=O)C(CCCCC)(N)N)C=C(C1O)C(C)(C)C 3,5-di-tert-butyl-4-hydroxy-benzoyl-hexanediamine